FC=1C=C(OC2=CC=CC(=N2)S(=O)(=O)NC(=O)C=2C(=NC=CC2)N2C(CC(C2)C)(C)C)C=CC1 N-[[6-(3-Fluorophenoxy)-2-pyridyl]sulfonyl]-2-(2,2,4-trimethylpyrrolidin-1-yl)pyridin-3-carboxamid